(S)-5-(((R)-tert-butylsulfinyl)amino)-5,7-dihydrospiro[cyclopenta[b]pyridine-6,4'-piperidine]-1'-carboxylic acid tert-butyl ester C(C)(C)(C)OC(=O)N1CCC2(CC1)[C@@H](C=1C(=NC=CC1)C2)N[S@](=O)C(C)(C)C